4-(benzyloxy)-3-hydroxybenzaldehyde C(C1=CC=CC=C1)OC1=C(C=C(C=O)C=C1)O